SULFOPROPANOIC ACID S(=O)(=O)(O)C(C(=O)O)C